C(#N)C=1C=C(C(=O)NC2=CC(=CC(=C2)F)F)C(=CN1)S(=O)(=O)C 2-cyano-N-(3,5-difluorophenyl)-5-(methylsulfonyl)isonicotinamide